alpha-mercaptoacetate SCC(=O)[O-]